6-(3-Hydroxy-3-methylpyrrolidin-1-yl)pyridin OC1(CN(CC1)C1=CC=CC=N1)C